5-(2-(2-Cyclopropyl-2-hydroxyethyl)oxazol-5-yl)-6-(chinolin-7-yl)picolinonitril C1(CC1)C(CC=1OC(=CN1)C=1C=CC(=NC1C1=CC=C2C=CC=NC2=C1)C#N)O